2-((R)-2-hydroxy-2-((S)-1,2,3,4-tetrahydroisoquinolin-3-yl)ethyl)-4,4-dimethyl-6-(2-oxa-7-azaspiro[3.5]nonane-7-carbonyl)-3,4-dihydroisoquinolin-1(2H)-one O[C@H](CN1C(C2=CC=C(C=C2C(C1)(C)C)C(=O)N1CCC2(COC2)CC1)=O)[C@H]1NCC2=CC=CC=C2C1